ClC1=C(C(=CC(=C1)F)Cl)NC(C1=C(C=C(C(=C1)F)N1N=C2COCCCN2C1=O)O[C@H](C(F)(F)F)C)=O N-(2,6-dichloro-4-fluorophenyl)-5-fluoro-4-(3-oxo-6,7-dihydro-3H,5H-[1,2,4]triazolo[3,4-c][1,4]oxazepin-2(9H)-yl)-2-{[(2S)-1,1,1-trifluoropropan-2-yl]oxy}benzamide